C1[C@@H]([C@H](COC1(C(=O)[O-])O)O)O The molecule is a carbohydrate acid anion that is the conjugate base of 3-deoxy-L-threo-hex-2-ulopyranosonic acid, obtained by deprotonation of the carboxy group. It is a conjugate base of a 3-deoxy-L-threo-hex-2-ulopyranosonic acid.